N-((1R,3R,5S)-8-((((3aR,5s,6aS)-2-(4-Fluorobenzyl)octahydrocyclopenta[c]pyrrol-5-yl)methyl)sulfonyl)-8-azabicyclo[3.2.1]octan-3-yl)-5-(oxetan-3-yl)isoxazole-3-carboxamide FC1=CC=C(CN2C[C@@H]3[C@H](C2)CC(C3)CS(=O)(=O)N3[C@H]2CC(C[C@@H]3CC2)NC(=O)C2=NOC(=C2)C2COC2)C=C1